C1[C@H](OC2=CC(=CC(=C2C1=O)[O-])O)C3=CC(=C(C(=C3)O)O)O 3',4',5'-pentahydroxyflavanone